bis[2-hydroxy-5-methyl-5-hydroxybenzyl]methane OC=1C(CCCC=2C(=CCC(C2)(C)O)O)=CC(CC1)(O)C